(3R)-N-[5-[(2R)-2-amino-3-methoxy-propoxy]-2,6-dichloro-pyrimidin-4-yl]-2,3,4,9-tetrahydro-1H-carbazol-3-amine N[C@@H](COC=1C(=NC(=NC1Cl)Cl)N[C@@H]1CCC=2NC3=CC=CC=C3C2C1)COC